C1(CCC1)NC1=NC(=NC=C1C(=O)NC1=C(C=CC=C1C)F)NC1=CC=C(C=C1)N1CCN(CC1)CC 4-(cyclobutylamino)-2-((4-(4-ethylpiperazin-1-yl)phenyl)amino)-N-(2-fluoro-6-methylphenyl)pyrimidine-5-carboxamide